Br/C(=C/C1=CC(=C2C(NC(C2=C1)=O)C1=C(C=CC(=C1)F)Cl)NC(C1=CC(=CC(=C1)C(F)(F)F)F)=O)/F (E)-N-(6-(2-bromo-2-fluorovinyl)-3-(2-chloro-5-fluorophenyl)-1-oxoisoindolin-4-yl)-3-fluoro-5-(trifluoromethyl)benzamide